COC(=O)C1CCC(CC1)N=C=O 4-isocyanatocyclohexane-1-carboxylic acid methyl ester